Tert-butyl 4-(1'-benzyl-3',3'-difluoro-[1,4'-bipiperidin]-4-yl)piperazine-1-carboxylate C(C1=CC=CC=C1)N1CC(C(CC1)N1CCC(CC1)N1CCN(CC1)C(=O)OC(C)(C)C)(F)F